C1(CCC1)N1[C@H]([C@@H](CC1=O)C(=O)O)C=1C=NC=CC1 (2R,3R)-1-cyclobutyl-5-oxo-2-(pyridin-3-yl)pyrrolidine-3-carboxylic acid